BrC1=NC(=CC=C1)OCC1=C(C=CC=C1F)F 2-bromo-6-((2,6-difluorobenzyl)oxy)pyridine